CC=1C(=NC(=C(N1)C)C)CO (3,5,6-Trimethylpyrazin-2-yl)methanol